C12C3C=CC3C(CC1)C=C2 tricyclo-[4.2.2.02,5]deca-3,9-diene